N-(3-phenylpropyl)-1-(3-methoxyphenyl)ethylamine C1(=CC=CC=C1)CCCNC(C)C1=CC(=CC=C1)OC